O=C1NC(CC[C@H]1N1C(C2=CC=C(C=C2C1=O)OC1CC(C1)OC1CCN(CC1)C1=CC=C(C(=O)O)C=C1)=O)=O 4-(4-((1r,3r)-3-((2-(2,6-dioxopiperidin-3-yl)-1,3-dioxoisoindolin-5-yl)oxy)cyclobutoxy)piperidin-1-yl)benzoic acid